C(=O)O.BrC1CC=2C1=CC=CC2 bromobenzocyclobutene format